tert-butyl (2S,6S)-4-(2-chloro-5-oxo-1,6-naphthyridin-6-yl)-2,6-dimethyl-piperidine-1-carboxylate ClC1=NC=2C=CN(C(C2C=C1)=O)C1C[C@@H](N([C@H](C1)C)C(=O)OC(C)(C)C)C